OC(C)(C)C1=CC(=NN1C1=CC=CC=C1)S(=O)(=O)N 5-(2-Hydroxypropan-2-yl)-1-phenyl-1H-pyrazole-3-sulfonamide